ClC1=C(C(=O)N2COC3=C(C2)C=CC=C3C3=CC(=C(C(=O)OC)C=C3F)N3C2COCC3CC2)C(=CC(=C1)C=1C2=C(C=NC1)C=CO2)Cl Methyl 4-[3-(2,6-dichloro-4-furo[3,2-c]pyridin-7-ylbenzoyl)-2,4-dihydro-1,3-benzoxazin-8-yl]-5-fluoro-2-(3-oxa-8-azabicyclo[3.2.1]octan-8-yl)benzoate